2-bromo-4-[2-[(tert-butyldimethylsilyl)oxy]ethoxy]-6-methanesulfonylpyridine BrC1=NC(=CC(=C1)OCCO[Si](C)(C)C(C)(C)C)S(=O)(=O)C